(1S,4s)-4-(8-(4-chloro-2,6-difluorophenylamino)-2-((1R,3S)-3-hydroxycyclohexylamino)-9H-purin-9-yl)-1-methylcyclohexanecarboxamide ClC1=CC(=C(C(=C1)F)NC=1N(C2=NC(=NC=C2N1)N[C@H]1C[C@H](CCC1)O)C1CCC(CC1)(C(=O)N)C)F